C1(CC1)N1N=CC(=C1)C=1C(=C2CC[C@@H](N(C2=CC1)C(=O)OC)C)OCCF methyl (2S)-6-(1-cyclopropylpyrazol-4-yl)-5-(2-fluoroethoxy)-2-methyl-3,4-dihydro-2H-quinoline-1-carboxylate